(4-fluoropyrazolo[1,5-a]pyridin-3-yl)methanone FC=1C=2N(C=CC1)N=CC2C=O